Ethyl (E)-3-(2-((2,3-dihydro-1H-Inden-2-yl)amino)pyrimidin-5-yl)acrylate C1C(CC2=CC=CC=C12)NC1=NC=C(C=N1)/C=C/C(=O)OCC